1,3-bis[3-(triethoxysilyl)propyl]hexahydropyrimidine C(C)O[Si](CCCN1CN(CCC1)CCC[Si](OCC)(OCC)OCC)(OCC)OCC